tert-butyl (2S)-2-(((2S)-4-(benzylamino)-3-hydroxy-4-oxo-1-((S)-2-oxopyrrolidin-3-yl)butan-2-yl)carbamoyl)-4,4-dimethylpiperidine-1-carboxylate C(C1=CC=CC=C1)NC(C([C@H](C[C@H]1C(NCC1)=O)NC(=O)[C@H]1N(CCC(C1)(C)C)C(=O)OC(C)(C)C)O)=O